CN(C1=CC(=C(C=C1O)CCCCCC(C)=O)C1=CC=C(C=C1)O)C (±)-6-dimethylamino-4,4-biphenol-3-heptanone